N-(3-(N-methyl-N-phenylsulfamoyl)phenyl)quinoline-2-carboxamide CN(S(=O)(=O)C=1C=C(C=CC1)NC(=O)C1=NC2=CC=CC=C2C=C1)C1=CC=CC=C1